(3-(trifluoromethyl)bicyclo[1.1.1]pentan-1-yl)pyrimidine-5-carbaldehyde FC(C12CC(C1)(C2)C2=NC=C(C=N2)C=O)(F)F